Bis-hydroxymethyl-propionic acid OCC(C(=O)O)(C)CO